C[C@H]1CN(CCN1C)CC=1C=CC2=C(C(=NO2)N2C(NC(CC2)=O)=O)C1C (S)-1-(5-((3,4-dimethylpiperazin-1-yl)methyl)-4-methylbenzo[d]isoxazol-3-yl)dihydropyrimidine-2,4(1H,3H)-dione